CNC(CO)(P(O)(O)=O)P(O)(O)=O 1-(methylamino)-2-hydroxyethylidenebisphosphonic acid